Catechol-d2 [2H]C1=CC=C(C(=C1[2H])O)O